C(C)(C)C1=C(C=C(C=C1)C)N1/C(/SCC1=O)=N/C(=O)NC1=CC=C(C=C1)C1=NN(C=N1)C1=NC=C(C=C1)C(F)(F)F (Z)-1-(3-(2-isopropyl-5-methylphenyl)-4-oxothiazolidin-2-ylidene)-3-(4-(1-(5-(trifluoromethyl)pyridin-2-yl)-1H-1,2,4-triazol-3-yl)phenyl)urea